2,3,5,6-tetrafluoro-4-((2-hydroxyethyl)sulfonyl)benzenesulfonamide FC1=C(C(=C(C(=C1F)S(=O)(=O)CCO)F)F)S(=O)(=O)N